10-methyl-6-phenyl-7-(pyridin-2-yl)-7H-indolo[2,3-c]quinoline CC1=CC2=C(C=C1)N(C=1C(=NC3=CC=CC=C3C12)C1=CC=CC=C1)C1=NC=CC=C1